N-(4-(4-carbamoyl-5-(pyrazin-2-ylamino)-1H-pyrazol-3-yl)phenyl)isoindoline-2-carboxamide C(N)(=O)C=1C(=NNC1NC1=NC=CN=C1)C1=CC=C(C=C1)NC(=O)N1CC2=CC=CC=C2C1